4-(4-(((1-(dimethylamino)cyclopropyl)methyl)amino)-8-fluoro-2-(((2R,7aS)-2-fluorotetrahydro-1H-pyrrolizin-7a(5H)-yl)methoxy)pyrido[4,3-d]pyrimidin-7-yl)naphthalen-2-ol CN(C1(CC1)CNC=1C2=C(N=C(N1)OC[C@]13CCCN3C[C@@H](C1)F)C(=C(N=C2)C2=CC(=CC1=CC=CC=C21)O)F)C